[C@H]12CC(C[C@@H]2C1)N1C(C=CC2=C1N=C(N=C2)S(=O)(=O)C)=O 8-((1R,3R,5S)-bicyclo[3.1.0]Hex-3-yl)-2-(methylsulfonyl)pyrido[2,3-d]Pyrimidin-7(8H)-one